[Cl-].[Cl-].C(C)C1(C(=C(C(=C1C)C)C)C)[Zr+2]C1C=CC2=CC=CC=C12 (1-ethyl-2,3,4,5-tetramethylcyclopentadienyl)(indenyl)zirconium dichloride